N-methyl-Methyl-Taurine CN(CCS(=O)(=O)O)C